4-[1-(4-acetylphenyl)cyclopentyl]Piperazine-1-carboxylic acid phenyl ester C1(=CC=CC=C1)OC(=O)N1CCN(CC1)C1(CCCC1)C1=CC=C(C=C1)C(C)=O